O1C(OCC1)C1=C(OCC(=O)OCC)C=CC=C1C#C[Si](C)(C)C ethyl 2-[2-(1,3-dioxolan-2-yl)-3-[2-(trimethylsilyl) ethynyl]phenoxy]acetate